[3-(2-Aminoethyl)aminopropyl]trimethoxysilan NCCNCCC[Si](OC)(OC)OC